ClC1=NC=C(C(=C1)NC1CCC(CC1)O)C#CC=1C=NN(C1)C (1s,4s)-4-((2-Chloro-5-((1-methyl-1H-pyrazol-4-yl)ethynyl)pyridin-4-yl)amino)cyclohexan-1-ol